2-(((1r,4r)-4-(aminomethyl)cyclohexyl)methoxy)acetic acid NCC1CCC(CC1)COCC(=O)O